3-Amino-5-bromo-2-methoxybenzonitrile NC=1C(=C(C#N)C=C(C1)Br)OC